(6E,10E)-7,11,15-trimethyl-3-methylenehexadeca-1,6,10,14-tetraene C\C(=C/CCC(C=C)=C)\CC\C=C(\CCC=C(C)C)/C